2-((S)-3-((S)-sec-butyl)-7-chloro-2-oxo-5-phenyl-2,3-dihydro-1H-benzo[e][1,4]diazepin-1-yl)-N-(pyridin-3-ylsulfonyl)acetamide [C@H](C)(CC)[C@@H]1N=C(C2=C(N(C1=O)CC(=O)NS(=O)(=O)C=1C=NC=CC1)C=CC(=C2)Cl)C2=CC=CC=C2